ClC=1C(=C2C=NNC2=C(C1F)CC(C)C)C=1N=CC=2N(C1)C=C(N2)NC(=O)C2C(C2)F N-(6-(5-chloro-6-fluoro-7-isobutyl-1H-indazol-4-yl)imidazo[1,2-a]pyrazin-2-yl)-2-fluorocyclopropane-1-carboxamide